[Al+2].C(C)(C)(C)C1=CC=C(C(=O)[O-])C=C1.C(C)(C)(C)C1=CC=C(C(=O)[O-])C=C1 di(4-tert-butylbenzoate) aluminum